O1C(CCC1)COC(C(C)OC1=NC(=C(C(=C1Cl)N)Cl)F)=O tetrahydrofuran-2-ylmethyl-2-[(4-amino-3,5-dichloro-6-fluoro-2-pyridyl)oxy]propanoate